COC1=CC=CC(=N1)N1/C(/SCC1)=N/C(OCC)=O ethyl (NZ)-N-[3-(6-methoxy-2-pyridyl)thiazolidin-2-ylidene]carbamate